C(C)OC1CCN(CC1)C1=C(C=C(C=C1)C(F)(F)F)[N+](=O)[O-] 4-ethoxy-1-(2-nitro-4-(trifluoromethyl)phenyl)piperidine